O1OCCCC1=O [1,2]Dioxin-6(4H)-one